(E)-N-isopropyl-1-methyl-4-(1-methyl-4-(4-(2-(quinolin-3-yl)vinyl)benzamido)-1H-pyrrole-2-carboxamido)-1H-pyrrole-2-carboxamide C(C)(C)NC(=O)C=1N(C=C(C1)NC(=O)C=1N(C=C(C1)NC(C1=CC=C(C=C1)\C=C\C=1C=NC2=CC=CC=C2C1)=O)C)C